FC1=CC=C(C=C1)N1C(=NC=C1C1=CC=NC=C1)C1=CC=C(C=C1)S(=O)C (4-Fluorophenyl)-2-(4-methylsulfinylphenyl)-5-(4-pyridyl)1H-imidazole